N1(CCNCCC1)C=1C=CC=2N(C(C=C(N2)C2=CC=C(C=C2)OC)=O)C1 7-(1,4-diazepan-1-yl)-2-(4-methoxyphenyl)-4H-pyrido[1,2-a]pyrimidin-4-one